OC1=C(C=C(C(=C1)O)C(C)C)C=O [2,4-dihydroxy-5-(prop-2-yl)phenyl]methanone